CC1(O[C@H](CNC1)C(=O)N1CCN(CC1)C1=CC=C(C=N1)C#N)C 6-[4-[(2R)-6,6-dimethylmorpholin-2-carbonyl]piperazin-1-yl]pyridine-3-carbonitrile